BrC1=CC(=C(C(=O)NC2CC2)C(=C1)OC(F)F)OC(F)F 4-bromo-N-cyclopropyl-2,6-bis(difluoromethoxy)benzamide